(3-chlorophenyl)-4-methoxy-3-nitrobenzamide ClC=1C=C(C=CC1)C1=C(C(=O)N)C=CC(=C1[N+](=O)[O-])OC